2-(((1R,2R,4R)-4-amino-2-hydroxycyclopentyl)amino)-N,N-dimethylbenzo[d]thiazole-6-carboxamide N[C@H]1C[C@H]([C@@H](C1)NC=1SC2=C(N1)C=CC(=C2)C(=O)N(C)C)O